3-bromo-4-[(tetrahydrofuran-3-yl)methoxy]aniline BrC=1C=C(N)C=CC1OCC1COCC1